N-butyl-pyridine bromide salt [Br-].C(CCC)N1CC=CC=C1